6-acetyl-1,1,2,3,3,5-hexamethylindene C(C)(=O)C1=C(C=C2C(C(C(C2=C1)(C)C)C)(C)C)C